(1-(5-fluorobenzo[c]isothiazol-3-yl)piperidin-4-yl)-1-(pyrazin-2-ylmethyl)-1H-imidazole-4-carboxamide FC1=CC=2C(=NSC2N2CCC(CC2)C=2N(C=C(N2)C(=O)N)CC2=NC=CN=C2)C=C1